CC=1OC2=C(C1C(=O)N[C@H]1CNCC1)C=C(C=C2)O[C@H](CC)C2=C(C=CC=C2)C(F)(F)F |&1:19| rac-2-methyl-N-((R)-pyrrolidin-3-yl)-5-(1-(2-(trifluoromethyl)phenyl)propoxy)benzofuran-3-carboxamide